pentylxanthate C(CCCC)OC(=S)[S-]